N-(((2S,5R)-6-(phenylmethyloxy)-7-oxo-1,6-diazabicyclo[3.2.1]oct-2-yl)(imino)methyl)-3-(pyridin-2-yl)propanamide C1(=CC=CC=C1)CON1[C@@H]2CC[C@H](N(C1=O)C2)C(NC(CCC2=NC=CC=C2)=O)=N